1-(4-(3-(2-chlorophenoxy)benzyl)piperazine-1-carbonyl)-1H-pyrazole-3-carboxylic acid ClC1=C(OC=2C=C(CN3CCN(CC3)C(=O)N3N=C(C=C3)C(=O)O)C=CC2)C=CC=C1